ClC1=C(CC2=CC=CC3=C2NC(=NS3(=O)=O)NCC3=NC=CC=C3C(F)(F)F)C=CC=C1 5-(2-chlorobenzyl)-3-(((3-(trifluoromethyl)pyridin-2-yl)methyl)amino)-4H-benzo[e][1,2,4]thiadiazine 1,1-dioxide